ethylmethylpentyl phosphate P(=O)(OC(CCCC)(C)CC)([O-])[O-]